N-(3-(oxazol-5-yl)-1-oxo-1-(((R)-4-phenyl-1-((3aS,4S,6S,7aR)-3a,5,5-trimethylhexahydro-4,6-methanobenzo[d][1,3,2]dioxaborol-2-yl)butyl)amino)propan-2-yl)pyrazine-2-carboxamide O1C=NC=C1CC(C(N[C@@H](CCCC1=CC=CC=C1)B1O[C@@]2([C@H](O1)C[C@H]1C([C@@H]2C1)(C)C)C)=O)NC(=O)C1=NC=CN=C1